[6-[3-(1-hydroxycyclopropyl)-1,2,4-triazol-1-yl]-2-azaspiro[3.3]heptan-2-yl]-[6-[[2-methyl-5-(trifluoromethyl)triazol-4-yl]methyl]-2-azaspiro[3.3]heptan-2-yl]methanone OC1(CC1)C1=NN(C=N1)C1CC2(CN(C2)C(=O)N2CC3(C2)CC(C3)CC3=NN(N=C3C(F)(F)F)C)C1